FC(C1(CC1)C1=CC=C(C=C1)C1CN(C1)C(CCC)=O)(F)F 1-[3-[4-[1-(trifluoromethyl)cyclopropyl]phenyl]azetidin-1-yl]butan-1-one